FC[C@@H]1C[C@H](NC1)CONC(=O)[C@H]1N2C(N([C@H](CC1)C2)OS(=O)(=O)O)=O (2S,5R)-N-{[(2S,4R)-4-Fluoromethyl-pyrrolidin-2-yl]methyloxy}-7-oxo-6-(sulfooxy)-1,6-diazabicyclo[3.2.1]octane-2-carboxamide